N-{3'-chloro-2-[(2,4-dimethoxybenzyl)sulfamoyl]biphenyl-4-yl}-2-(2-chlorophenyl)acetamide ClC=1C=C(C=CC1)C1=C(C=C(C=C1)NC(CC1=C(C=CC=C1)Cl)=O)S(NCC1=C(C=C(C=C1)OC)OC)(=O)=O